7-(6-chloro-3-pyridinyl)-5-(4-fluorophenyl)-6-tetrahydropyran-4-yl-1H-pyrrolo[2,3-f]indazole ClC1=CC=C(C=N1)C1=C(N(C=2C=C3C=NNC3=CC21)C2=CC=C(C=C2)F)C2CCOCC2